pantamid C([C@H](O)C(C)(C)CO)(=O)N